NCCNCC(C(=O)O)CNCCN 3-(2-aminoethylamino)-2-[(2-aminoethylamino)methyl]propanoic acid